methyl-1,2,3,6-tetrahydrobipyridine-6-carboxamide hydrochloride Cl.CN1C(CC=CC1C(=O)N)C1=NC=CC=C1